O=C1NC(CCC1C1=NN(C2=C(C=CC=C12)N1CCC(CC1)CN1CC2N(C(C1)C2)C(=O)OC(C)(C)C)C)=O tert-butyl 3-((1-(3-(2,6-dioxopiperidin-3-yl)-1-methyl-1H-indazol-7-yl) piperidin-4-yl) methyl)-3,6-diazabicyclo[3.1.1]heptane-6-carboxylate